(13E,17E)-N,8,8,14,18,22-hexamethyl-10-pentadecyl-N-(prop-2-yn-1-yl)-7,9,11-trioxa-8-silatricosa-13,17,21-trien-1-amine CN(CCCCCCO[Si](OC(OC\C=C(\CC\C=C(\CCC=C(C)C)/C)/C)CCCCCCCCCCCCCCC)(C)C)CC#C